FC(C1=CC=C(C=C1)NC(=O)N1[C@H](CCC1)C(=O)NC=1C=CC(=NC1)C1=CC=C(C(=O)O)C=C1)(F)F 4-{5-[(1-{[4-(Trifluoromethyl)phenyl]carbamoyl}-D-prolyl)amino]pyridin-2-yl}benzoic acid